1,2-diphenyl-2,2-dimethoxyethane C1(=CC=CC=C1)CC(OC)(OC)C1=CC=CC=C1